2,3-dihydro-pyrrolo[2,3-b]pyridine-2-carboxylic acid N1C(CC=2C1=NC=CC2)C(=O)O